FC=1C(=CC(=NC1)COC=1C=C2CN(C(C2=CC1)=O)C1=NN(C(C=C1)=O)C)OC 5-[(5-Fluoro-4-methoxypyridin-2-yl)methoxy]-2-(1-methyl-6-oxo-1,6-dihydropyridazin-3-yl)-2,3-dihydro-1H-isoindol-1-one